C(C)[C@@H]1CN2CCC3=C([C@@H]2C[C@@H]1/C(/C(=O)O)=C\OC)NC1=CC=CC=C13 (E)-2-((2S,3S,12bS)-3-ethyl-1,2,3,4,6,7,12,12b-octahydroindolo[2,3-a]quinolizin-2-yl)-3-methoxyacrylic acid